[(1S,3R)-3-[5-(benzyloxycarbonylamino)-1-tert-butyl-pyrazol-3-yl] cyclopentyl] (4-nitrophenyl) carbonate C(O[C@@H]1C[C@@H](CC1)C1=NN(C(=C1)NC(=O)OCC1=CC=CC=C1)C(C)(C)C)(OC1=CC=C(C=C1)[N+](=O)[O-])=O